3-bromo-6-methyl-6,7-dihydro-5H-pyrazolo[5,1-b][1,3]oxazine BrC=1C=NN2C1OCC(C2)C